CC=1C=C2CN(C(C2=CC1CC1=CC=C(C=C1)C=1C=NN(C1)C)=O)CC1OCCC1 5-methyl-6-(4-(1-methyl-1H-pyrazol-4-yl)benzyl)-2-(tetrahydrofuran-2-ylmethyl)isoindolin-1-one